S(OC1=C(C=CC(=C1)Br)I)(=O)(=O)F 5-bromo-2-iodophenyl sulfurofluoridate